BrC=1N=NN(C1C)C1CCN(CC1)C(=O)OC(C)(C)C tert-butyl 4-(4-bromo-5-methyl-1,2,3-triazol-1-yl)piperidine-1-carboxylate